(R)-2-(3-(2-ethynylthiazol-4-yl) ureido)-2-(4-(1-methyl-1H-indazol-4-yl) phenyl)-ethyl carbamate C(N)(OC[C@@H](C1=CC=C(C=C1)C1=C2C=NN(C2=CC=C1)C)NC(=O)NC=1N=C(SC1)C#C)=O